4-(2-(2,4-difluorophenoxy)-5-(ethylsulfonylamino)phenyl)-2-methoxy-6-methylpyridine 1-oxide FC1=C(OC2=C(C=C(C=C2)NS(=O)(=O)CC)C2=CC(=[N+](C(=C2)C)[O-])OC)C=CC(=C1)F